N-[(3-chloro-1,2,4-triazin-6-yl)methyl]-1-methylcyclopentane-1-carboxamide ClC=1N=NC(=CN1)CNC(=O)C1(CCCC1)C